N-(1-(1-(2,6-dichlorophenyl)ethyl)-1H-pyrazol-4-yl)-5-(furan-2-yl)-1,3,4-thiadiazole-2-carboxamide ClC1=C(C(=CC=C1)Cl)C(C)N1N=CC(=C1)NC(=O)C=1SC(=NN1)C=1OC=CC1